4-(quinolin-2-yl)phenol N1=C(C=CC2=CC=CC=C12)C1=CC=C(C=C1)O